C(C)(C)(C)OC(=O)N1[C@@H](CC[C@@H]1[C@@H](O)C1=CC(=CC=C1)F)CC1CCN(CC1)C(=O)OC(C)(C)C tert-Butyl 4-(((2S,5R)-1-(tert-butoxycarbonyl)-5-((S)-(3-fluorophenyl)(hydroxy)-methyl)pyrrolidin-2-yl)methyl)piperidine-1-carboxylate